ClC=1C=C(C=C2C(=C(C=NC12)C#N)NCC(C)(C)C)N[C@H](C=1N=NN(C1)C1(COC1)C(F)(F)F)C=1C(=NC(=CC1)F)C (S)-8-chloro-6-(((6-fluoro-2-methylpyridin-3-yl)(1-(3-(trifluoromethyl)oxetan-3-yl)-1H-1,2,3-triazol-4-yl)methyl)amino)-4-(neopentylamino)quinoline-3-carbonitrile